1-Cyclohexylethylammonium C1(CCCCC1)C(C)[NH3+]